[K].C1(CC1)C1=NN2C(C(=NC=C2)C)=C1C(=O)O 2-cyclopropyl-4-methylpyrazolo[1,5-a]pyrazine-3-carboxylic acid potassium